C(C)(C)(C)OC(=O)N1CC(C1)C#CC=1C=NN(C1)C(C(=O)NC1=C(C=C(C=C1)C(F)(F)F)C#C)(C)C 3-((1-(1-((2-ethynyl-4-(trifluoromethyl)phenyl)amino)-2-methyl-1-oxopropan-2-yl)-1H-pyrazol-4-yl)ethynyl)azetidine-1-carboxylic acid tert-butyl ester